N-tetradecyl-2-methyl-3-(2-propen-1-yloxy)-pyridin-4-one C(CCCCCCCCCCCCC)N1C(=C(C(C=C1)=O)OCC=C)C